C1(=CC=C(C=C1)NN[C@@H](CCC(N)=O)C(=O)O)C (p-toluylamino)-L-glutamine